4-Methoxy-2-[4-(methoxycarbonyl)-1,5-dimethyl-1H-pyrrol-2-yl]benzoic acid COC1=CC(=C(C(=O)O)C=C1)C=1N(C(=C(C1)C(=O)OC)C)C